hexadecan-1-amin C(CCCCCCCCCCCCCCC)N